C(C)C1=C(C=C(C(=C1)[N+](=O)[O-])OC)N1CCC2(CC(C2)CC#N)CC1 2-(7-(2-ethyl-5-methoxy-4-nitrophenyl)-7-azaspiro[3.5]nonane-2-yl)acetonitrile